N-E-isopropyl-lysine C(C)(C)N[C@@H](CCCCN)C(=O)O